S([O-])(O)(=O)=O.O=C1C2=CC=CC=C2C(C=2C=CC(=CC12)[N+]#N)=O 9,10-dioxo-9,10-dihydroanthracene-2-diazonium bisulfate